ClC=1C(=CC(=NC1)OC)C1=CC(=NN1)C(=O)N1CCC(CC1)C(=O)NC1=NC=CN=C1O 1-[5-(5-chloro-2-methoxypyridin-4-yl)-1H-pyrazole-3-carbonyl]-N-(3-hydroxypyrazin-2-yl)piperidine-4-carboxamide